N[C@@H]1C2=CC=CC=C2CC12CCN(CC2)C=2NC(C1=C(N2)NN=C1C1(CC1)C1=C(C(=NC=C1)N(C)C)Cl)=O (S)-6-(1-amino-1,3-dihydrospiro[indene-2,4'-piperidine]-1'-yl)-3-(1-(3-chloro-2-(dimethylamino)pyridin-4-yl)cyclopropyl)-1,5-dihydro-4H-pyrazolo[3,4-d]pyrimidin-4-one